C(C)(=O)C1=C2CCN(C2=CC=C1)C(=O)OC(C)(C)C tert-butyl 4-acetylindoline-1-carboxylate